(3-methoxy-4-(1-methyl-4-(trifluoromethyl)-1H-imidazol-2-yl)phenyl)methylamine COC=1C=C(C=CC1C=1N(C=C(N1)C(F)(F)F)C)CN